Ethyl 4-fluoro-3-oxo-1-azabicyclo[2.2.2]octane-2-carboxylate FC12C(C(N(CC1)CC2)C(=O)OCC)=O